C(O)C(CC)(CO)CO trimethylolpropan